FC1=C(C=CC(=C1)B1OC(C(O1)(C)C)(C)C)CC(=O)[O-] 2-(2-fluoro-4-(4,4,5,5-tetramethyl-1,3,2-dioxaborolane-2-yl)phenyl)acetate